C[C@H]1N(CCC=2C1=CNN2)C(=O)OC(C)(C)C tert-butyl (4R)-4-methyl-2,4,6,7-tetrahydropyrazolo[4,3-c]pyridine-5-carboxylate